NC1=C2C(=NC=N1)N(N=C2C)C(C)C=2C(=C(C(=C(C2)Cl)F)C2CC(NC2)=O)OCC 4-{3-[1-(4-amino-3-methyl-1H-pyrazolo[3,4-d]pyrimidin-1-yl)ethyl]-5-chloro-2-ethoxy-6-fluorophenyl}pyrrolidin-2-one